C(CCC)[C@]1(CS(C2=C(N(C1)C1=CC=C(C=C1)F)C=C(C(=C2)OC[C@H](C(=O)O)O)SC)(=O)=O)C (R)-3-(((R)-3-butyl-5-(4-fluorophenyl)-3-methyl-7-(methylsulfanyl)-1,1-dioxo-2,3,4,5-tetrahydro-1,5-benzothiazepin-8-yl)oxy)-2-hydroxypropionic acid